potassium n-octyl phosphate Potassium salt [K+].P(=O)(OCCCCCCCC)([O-])[O-].[K+]